COC(=O)C1CCN(CC1)CCN 1-(2-aminoethyl)piperidine-4-carboxylic acid methyl ester